C(CC)N1N=CC(=C1)C=1C=NC=2CCNCC2C1 3-(1-propylpyrazol-4-yl)-7,8-dihydro-5H-1,6-naphthyridin